C(C)(C)(C)OC(=O)NCC(C(=O)O)CC1=CC=NC=C1 ((tert-butoxycarbonylamino)methyl)-3-(pyridin-4-yl)propionic acid